dioxothiomorpholinyl-(thiomorpholinone) O=C1C(N(CCS1)N1C(CSCC1)=O)=O